N-(3-(N-(6-azidohexyl)-N-(4-bromophenyl)sulfamoyl)-4-methoxyphenyl)-1H-imidazole-5-carboxamide N(=[N+]=[N-])CCCCCCN(S(=O)(=O)C=1C=C(C=CC1OC)NC(=O)C1=CN=CN1)C1=CC=C(C=C1)Br